4,6-dihydropyran O1C=CCCC1